ClC=1C=C(C=C2C(=C(C=NC12)C#N)NC1=CC(=C(C=C1)F)Cl)N[C@@H](C1=C2C(N(CC2=CC=C1)C)=O)C=1N=NN(C1)C(C)C (S)-8-chloro-4-((3-chloro-4-fluorophenyl)amino)-6-(((1-isopropyl-1H-1,2,3-triazol-4-yl)(2-methyl-3-oxoisoindolin-4-yl)methyl)amino)quinoline-3-carbonitrile